BrC1=CC2=C(N=CN=C2N[C@H](C)C2=CC(=CC=C2)C(CO)(F)F)N(C1=O)C 6-bromo-4-[[(1R)-1-[3-(1,1-difluoro-2-hydroxy-ethyl)phenyl]ethyl]amino]-8-methyl-pyrido[2,3-d]pyrimidin-7-one